FC(OC1=CC2=C(N=C(O2)C=2C(=C(C=CC2)C2=C(C(=CC=C2)C2=CC(=C(C(=C2)C)CN2CCCC2)C)C)C)C=C1CN1[C@@H](CCC1)C(=O)O)F ((6-(difluoromethoxy)-2-(2,2',3'',5''-tetramethyl-4''-(pyrrolidin-1-ylmethyl)-[1,1':3',1''-terphenyl]-3-yl)benzo[d]oxazol-5-yl)methyl)-L-proline